FC1=CC=C2C(=NNC2=C1)C1CCN(CC1)C(=O)C=1C=CC2=C(NC(CO2)=O)C1 6-[4-(6-Fluoro-1H-indazol-3-yl)piperidine-1-carbonyl]-4H-1,4-benzoxazin-3-one